C(CCCCCCCCCCCCCCC)N1C(=C(C(C=C1)=O)OCC1=CC=C(C=C1)OC)C N-hexadecyl-2-methyl-3-(4-methoxybenzyloxy)-pyridin-4-one